3-(1-(2-(4-Methoxyphenoxy)ethyl)-1H-benzo[d]imidazol-2-yl)-5-(4-methoxyphenyl)isoxazole COC1=CC=C(OCCN2C(=NC3=C2C=CC=C3)C3=NOC(=C3)C3=CC=C(C=C3)OC)C=C1